Methyl 4-chloro-3-methoxy-5-nitrobenzoate ClC1=C(C=C(C(=O)OC)C=C1[N+](=O)[O-])OC